S(=O)(=O)(ON1[C@@H]2CC[C@H](N(C1=O)C2)C(NC2CCC2)=N)O (2S,5R)-2-(N-Cyclobutylcarbamimidoyl)-7-oxo-1,6-diazabicyclo[3.2.1]octan-6-yl hydrogen sulfate